(2S,4R)-4-fluoro-1-[2-(2-methylphenoxy)acetyl]-N-[(S)-phenyl[4-(propan-2-yl)phenyl]methyl]pyrrolidine-2-carboxamide F[C@@H]1C[C@H](N(C1)C(COC1=C(C=CC=C1)C)=O)C(=O)N[C@H](C1=CC=C(C=C1)C(C)C)C1=CC=CC=C1